CC1=CC(=NC(=C1)S(=O)(=O)C)NC1=CC(=NC=C1C1=NN(C=C1)C1COCC1)NC(C)=O N-(4-((4-methyl-6-(methylsulfonyl)pyridin-2-yl)amino)-5-(1-(tetrahydrofuran-3-yl)-1H-pyrazol-3-yl)pyridin-2-yl)acetamide